N-(1-(2-(((1H-pyrrolo[3,2-c]pyridin-2-yl)methyl)amino)-2-oxoethyl)-6-oxo-2-phenyl-1,6-dihydropyrimidin-5-yl)-4-phenylcyclohexane-1-carboxamide N1C(=CC=2C=NC=CC21)CNC(CN2C(=NC=C(C2=O)NC(=O)C2CCC(CC2)C2=CC=CC=C2)C2=CC=CC=C2)=O